C(OC(C)(C)C)(OC=1C(=NC=CC1)Cl)=O tert-butyl (2-chloropyridin-3-yl) carbonate